2-Oxopentan O=C(C)CCC